C(\C=C\C(=O)O)(=O)O.C(C)N(CCC1=C(C=CC2=CC=CC=C12)F)C N-ethyl-2-(2-fluoronaphthalen-1-yl)-N-methylethan-1-amine fumarate